4-[5-(4-Bromophenyl)-1-[2-(trifluoromethyl)phenyl]pyrrol-2-yl]-N-[2-(dimethylamino)ethyl]benzamide hydrochloride Cl.BrC1=CC=C(C=C1)C1=CC=C(N1C1=C(C=CC=C1)C(F)(F)F)C1=CC=C(C(=O)NCCN(C)C)C=C1